N-amino-3-oxoindole oxide N[N+]1(CC(C2=CC=CC=C12)=O)[O-]